CNCC1=CC=C(C=C1)N methyl-4-aminobenzylamine